[Ru].C(C)(C)C1=CC=C(C)C=C1 para-isopropyl-toluene ruthenium